METHOXYMETHYLPROPYLPYRAZIN COCC=1C(=NC=CN1)CCC